4-[2-tert-butoxyethyl-[4-(5,6,7,8-tetrahydro-1,8-naphthyridin-2-yl)butyl]amino]-2-[(3-chloro-5-fluoro-pyridine-4-carbonyl)amino]butanoic acid C(C)(C)(C)OCCN(CCC(C(=O)O)NC(=O)C1=C(C=NC=C1F)Cl)CCCCC1=NC=2NCCCC2C=C1